1-((3aR,5s,6aS)-5-((5-(3-(2,2-difluoroethyl)-2-methyl-3H-imidazo[4,5-b]pyridin-5-yl)pyrrolo[2,1-f][1,2,4]triazin-2-yl)amino)hexahydrocyclopenta[c]pyrrol-2(1H)-yl)ethan-1-one FC(CN1C(=NC=2C1=NC(=CC2)C=2C=CN1N=C(N=CC12)NC1C[C@@H]2[C@@H](CN(C2)C(C)=O)C1)C)F